C(C)(C)(C)OC(NCC1=CC=C(C=C1)CSC1=NC(=C(C(=C1C#N)SC)C#N)N)=O 4-(((6-amino-3,5-dicyano-4-(methylthio)pyridin-2-yl)thio)methyl)benzylcarbamic acid tert-butyl ester